ClC1=CC=2C(=C(N=NC2N[C@H](C)C2=C(C(=CC=C2)C(F)F)F)C)C=N1 (R)-7-chloro-N-(1-(3-(difluoromethyl)-2-fluorophenyl)ethyl)-4-methylpyrido[3,4-d]pyridazin-1-amine